C=CCC1C=C(OC)C(O)=C(C2C=C(CC=C)C=C(OC)C=2O)C=1 bis-eugenol